N(=[N+]=[N-])C(=C)C1=CC=C(C=C1)F (1-azidovinyl)-4-fluorobenzene